C12C=CC(CC1)C2.[Al] aluminum norbornene